C(#C)C=1C=CC(=NC1)CN1C2=NC=NC(=C2N=C1)N 9-((5-ethynylpyridin-2-yl)methyl)-9H-purin-6-amine